O1C=CC2=C1C=CC(=C2)S(=O)(=O)N2CC1=C(C2)CN(C1)C(C[C@H](C)O)=O (S)-1-(5-(benzofuran-5-ylsulfonyl)-3,4,5,6-tetrahydropyrrolo[3,4-c]pyrrol-2(1H)-yl)-3-hydroxybutan-1-one